[N+](=O)([O-])C=1C=C(C=CC1)C1=CC=C(N=N1)NC1C[C@@H]2[C@@H](CN(C2)CC2CCOCC2)C1 (3aR,5s,6aS)-N-(6-(3-Nitrophenyl)pyridazin-3-yl)-2-((tetrahydro-2H-pyran-4-yl)methyl)octahydrocyclopenta[c]pyrrol-5-amine